methyl (E)-5-(3-(3-chloro-2-oxo-5,6-dihydropyridin-1(2H)-yl)-3-oxoprop-1-en-1-yl)-2-hydroxybenzoate ClC=1C(N(CCC1)C(/C=C/C=1C=CC(=C(C(=O)OC)C1)O)=O)=O